COC(CCC(=O)C=1SC=C(C1F)C1=CNC2=CC=CC=C12)=O 4-(3-fluoro-4-(1H-indol-3-yl)thiophen-2-yl)-4-oxobutanoic acid methyl ester